C(C1=CC=CC=C1)OC1=NC(=CC=C1C1=NC(=CC=C1)N1CCNCC1)O 2'-(benzyloxy)-6-(piperazin-1-yl)-[2,3'-bipyridine]-6'-ol